Thallium sulfat S(=O)(=O)([O-])[O-].[Tl+].[Tl+]